CNC=1N=C(C=NC1C=1C2=C(C=NC1)N(C=N2)C)NC2=CC=C(C=C2)CN2CCCC2 5-(Methylamino)-6-(3-methylimidazo[4,5-c]pyridin-7-yl)-3-[4-(pyrrolidin-1-ylmethyl)anilino]pyrazin